tetradecyloxy-4-oxobutanoic acid C(CCCCCCCCCCCCC)OC(C(=O)O)CC=O